6-(2-(2,6-dioxopiperidin-3-yl)-1-oxoisoindolin-5-yl)picolinonitrile O=C1NC(CCC1N1C(C2=CC=C(C=C2C1)C1=CC=CC(=N1)C#N)=O)=O